BrC=1C=C(C=C(C1)NS(=O)(=O)C)NC(=O)C=1C=NN(C1)C1=NC=CC=C1C N-(3-bromo-5-(methylsulfonamido)phenyl)-1-(3-methylpyridin-2-yl)-1H-pyrazole-4-carboxamide